7-(5-CHLORO-4-METHYL-1-BENZOFURAN-7-YL)-N-[(2,4-DIMETHOXYPHENYL)METHYL]CINNOLIN-4-AMINE ClC=1C=C(C2=C(C=CO2)C1C)C1=CC=C2C(=CN=NC2=C1)NCC1=C(C=C(C=C1)OC)OC